5-[1-(5-amino-2-pyridyl)-3-(trifluoromethyl)pyrazol-4-yl]-N-[3-chloro-4-[(3S)-3-[[[(2S,4R)-4-hydroxyprolyl]amino]methyl]pyrrolidine-1-carbonyl]phenyl]-1-methyl-imidazole-2-carboxamide NC=1C=CC(=NC1)N1N=C(C(=C1)C1=CN=C(N1C)C(=O)NC1=CC(=C(C=C1)C(=O)N1C[C@@H](CC1)CNC([C@H]1NC[C@@H](C1)O)=O)Cl)C(F)(F)F